[Bi](Br)(Br)Br.[Ti].[Al].[Mo] molybdenum-aluminum-titanium-bismuth bromide